FC1=C(C=CC(=C1)C1=NN(C=N1)C1=CC=C(C=C1)C(F)(F)F)NC(=O)\N=C\1/SCC(N1C1=C(C=CC(=C1)C)CC1=CC(=CC=C1)F)=O (Z)-1-(2-fluoro-4-(1-(4-(trifluoromethyl)phenyl)-1H-1,2,4-triazol-3-yl)phenyl)-3-(3-(2-(3-fluorobenzyl)-5-methylphenyl)-4-oxothiazolidin-2-ylidene)urea